N-(4-((4-ethylpiperazin-1-yl)methyl)-3-(trifluoromethyl)phenyl)-4-methyl-3-(3-((2-(trimethylsilyl)ethoxy)methyl)-3H-imidazo[4,5-g]quinazolin-8-yloxy)benzamide C(C)N1CCN(CC1)CC1=C(C=C(C=C1)NC(C1=CC(=C(C=C1)C)OC1=NC=NC=2C=C3C(=CC12)N=CN3COCC[Si](C)(C)C)=O)C(F)(F)F